O=C1NC(CCC1N1C(C2=CC=C(C(=C2C1)F)CNC(=O)NC1=C(C=CC(=C1)C(F)(F)F)O)=O)=O 1-((2-(2,6-dioxopiperidin-3-yl)-4-fluoro-1-oxoisoindolin-5-yl)methyl)-3-(2-hydroxy-5-(trifluoromethyl)phenyl)urea